2-(4-fluorophenyl)-3-(2-phenylethoxy)-4H-1-benzopyran-4-one FC1=CC=C(C=C1)C=1OC2=C(C(C1OCCC1=CC=CC=C1)=O)C=CC=C2